C(=O)O.O=C1N(C(CC1)=O)CC1=CC2=NC=CC(=C2S1)C=1C=C(C=C2CCCN(C12)[C@@H]1CN[C@@](C1)(C)CO)C#N 8-(2-((2,5-dioxopyrrolidin-1-yl)methyl)thieno[3,2-b]pyridin-7-yl)-1-((3S,5R)-5-(hydroxymethyl)-5-methylpyrrolidin-3-yl)-1,2,3,4-tetrahydroquinoline-6-carbonitrile, formic acid salt